[Al+3].NCCCC/C=C/C(=O)N1C[C@@H](CCC1)N1N=C(C=2C1=NC=NC2N)C2=CC=C(C=C2)OC2=CC=CC=C2 (E)-7-amino-1-[(3R)-3-[4-amino-3-(4-phenoxyphenyl)pyrazolo[3,4-d]pyrimidin-1-yl]-1-piperidyl]hept-2-en-1-one Aluminum(III)